Cl.C1(CC1)C#CC=1C=C(C=CC1)S(=O)(=O)N1C=C(C=C1C1=C(C=CC=C1)F)CNC 1-(1-((3-(cyclopropylethynyl)phenyl)sulfonyl)-5-(2-fluorophenyl)-1H-pyrrol-3-yl)-N-methylmethanamine hydrochloride